C(CCCCCCCC(=O)OCCCCCC)(=O)OCCCCCC di-n-hexyl azelate